ethyl 1-(4-(difluoromethoxy) phenyl)-3-ethyl-5-methyl-1H-pyrazole-4-carboxylate FC(OC1=CC=C(C=C1)N1N=C(C(=C1C)C(=O)OCC)CC)F